C(C1=CC=CC=C1)OC1=C2C(=NC(=N1)CO)N(N=C2)C2=C(OCC1CC(C1)O)C=C(C=C2)F 3-[[2-[4-benzyloxy-6-(hydroxymethyl)pyrazolo[3,4-d]pyrimidin-1-yl]-5-fluoro-phenoxy]methyl]cyclobutanol